C(C)N(CCOC1=CC=C(C=C1)\C(=C(\CCCO)/C1=CC=CC=C1)\C1=CC=CC=C1)CC (Z)-5-(4-(2-(diethylamino)ethoxy)phenyl)-4,5-diphenylpent-4-en-1-ol